3-(1,2,3,4-tetrahydroquinoline-2-yl)benzonitrile N1C(CCC2=CC=CC=C12)C=1C=C(C#N)C=CC1